C[Si](C)(C)S[Si](C)(C)C bis(trimethylsilyl)sulfur